tert-butyl 3-((6-amino-8-bromo-2-fluoro-9H-purin-9-yl)methyl)benzyl(5-(hydroxymethyl)pyridin-3-yl)carbamate NC1=C2N=C(N(C2=NC(=N1)F)CC=1C=C(CN(C(OC(C)(C)C)=O)C=2C=NC=C(C2)CO)C=CC1)Br